COC1=NN(N=C1)CCNC(CCC(=O)[O-])=O 4-((2-(4-methoxy-2H-1,2,3-triazol-2-yl)ethyl)amino)-4-oxobutanoate